1-(2-amino-4-bromo-5-fluorophenyl)ethanol NC1=C(C=C(C(=C1)Br)F)C(C)O